FC(C1=NN=C(S1)N1N=CC2=C(C=C(C=C12)S(=O)(=O)NC1(CC1)C#N)C=1N=NC=CC1)F 1-[({1-[5-(difluoromethyl)(1,3,4-thiadiazol-2-yl)]-4-pyridazin-3-yl-1H-indazol-6-yl}sulfonyl)amino]cyclopropanecarbonitrile